dibutyl-phosphinic acid C(CCC)P(O)(=O)CCCC